BrC=1C(NN(C1[C@@H]1[C@H](C(N(C1)C)=O)C(=O)NC1=C(C(=CC=C1)F)C(C)(F)F)C)Cl (3S,4R)-4-(4-bromo-3-chloro-1-methyl-3H-pyrazol-5-yl)-N-[2-(1,1-difluoroethyl)-3-fluoro-phenyl]-1-methyl-2-oxo-pyrrolidine-3-carboxamide